6-((4'-(4-pentylcyclohexyl)-[1,1'-biphenyl]-4-yl)oxy)hexyl (2,2,6,6-tetramethylpiperidin-4-yl) succinate C(CCC(=O)OC1CC(NC(C1)(C)C)(C)C)(=O)OCCCCCCOC1=CC=C(C=C1)C1=CC=C(C=C1)C1CCC(CC1)CCCCC